C1(=CC=CC=C1)N(C(N(N)C1=CC=CC=C1)=S)N diphenyl-thiocarbohydrazide